methyl 2-[3-(3-cyclopropyl-1,2,4-oxadiazol-5-yl)-6-oxo-1,6-dihydro-pyridazin-1-yl]acetate C1(CC1)C1=NOC(=N1)C1=NN(C(C=C1)=O)CC(=O)OC